[2-(aminomethyl)-3,3-difluoro-allyl]-4-(2-bromo-4-pyridinyl)-1,2,4-triazol-3-one trifluoroacetate salt FC(C(=O)O)(F)F.NCC(CC=1N(C(NN1)=O)C1=CC(=NC=C1)Br)=C(F)F